Cl.Cl.BrC=1C=C2CN3C(=NC2=CC1)SC=C3CSC=3NC1=CC=CC=C1CN3 7-bromo-3-(((1,4-dihydroquinazolin-2-yl)thio)methyl)-5H-thiazolo[2,3-b]Quinazoline dihydrochloride